(S)-methyl 2-((1S,2S,5R)-3-azabicyclo[3.1.0]hexane-2-carboxamido)-3-((S)-2-oxopiperidin-3-yl)propanoate [C@H]12[C@H](NC[C@@H]2C1)C(=O)N[C@H](C(=O)OC)C[C@H]1C(NCCC1)=O